5-hydroxy-4-methyl-3-oxo-5-phenylhexanoate OC(C(C(CC(=O)[O-])=O)C)(C)C1=CC=CC=C1